O1C(=CC=C1)C1=CC=C(N=N1)NC1C[C@@H]2[C@@H](CN(C2)CC2CCOCC2)C1 (3aR,5s,6aS)-N-[6-(2-furyl)pyridazin-3-yl]-2-(tetrahydro-pyran-4-ylmethyl)-3,3a,4,5,6,6a-hexahydro-1H-cyclopenta[c]pyrrol-5-amine